OC1=CC2=C(N(CC(CS2(=O)=O)(CCC)C)C2=CC=CC=C2)C=C1SC 8-Hydroxy-3-methyl-7-(methylthio)-5-phenyl-3-propyl-2,3,4,5-tetrahydro-1,5-benzothiazepine 1,1-dioxide